1-(1,4,7-trioxa-10-azacyclododecan-10-yl)-3-(3',3'-dimethyl-nitrospiro[chromene-2,2'-indolin]-1'-yl)propan-1-one O1CCOCCOCCN(CC1)C(CCN1C2(C(C3=C(C=CC=C13)[N+](=O)[O-])(C)C)OC1=CC=CC=C1C=C2)=O